3-cyclopropyl-1-((3,3-difluoro-1-methylcyclobutyl)methyl)-N-(2-methyl-6-(S-methylsulfonimidoyl)pyridin-4-yl)-4-(trifluoromethyl)-1H-pyrazole-5-carboxamide C1(CC1)C1=NN(C(=C1C(F)(F)F)C(=O)NC1=CC(=NC(=C1)S(=O)(=N)C)C)CC1(CC(C1)(F)F)C